C(C1=CC=CC=C1)(=O)C1=C(C(=CN1)C(=O)[O-])C1=C(C(=CC=C1F)F)C 5-Benzoyl-4-(3,6-difluoro-2-methylphenyl)-1H-pyrrole-3-carboxylate